(Z)-2-octyl-2-pentenedioic acid C(CCCCCCC)/C(/C(=O)O)=C/CC(=O)O